(6-nitrobenzotriazol-1-yloxy)tris(pyrrolidino)phosphonium hexafluorophosphate F[P-](F)(F)(F)(F)F.[N+](=O)([O-])C=1C=CC2=C(N(N=N2)O[P+](N2CCCC2)(N2CCCC2)N2CCCC2)C1